CC(C)S(=O)(=O)OC=1C=C(C=CC1)NC(NC1=CC(=CC=C1)OS(=O)(=O)C(C)C)=O bis-[3-(2-propanesulfonyloxy)phenyl]urea